3-(4-ethoxy-4-oxobutan-2-yl)azetidine-1-carboxylic acid tert-butyl ester C(C)(C)(C)OC(=O)N1CC(C1)C(C)CC(=O)OCC